FC1=C(C=CC(=C1)CNC1(CCS(CC1)(=O)=O)C(=O)NO)C1=CC=C(C=C1)OC 4-(((2-fluoro-4'-methoxy-[1,1'-biphenyl]-4-yl)methyl)amino)-N-hydroxytetrahydro-2H-thiopyran-4-carboxamide 1,1-dioxide